The molecule is conjugate acid of 16-methoxytabersonine arising from protonation of the endocyclic tertiary amino group. It is a conjugate acid of a 16-methoxytabersonine. CC[C@]12CC(=C3[C@@]4([C@H]1[NH+](CC4)CC=C2)C5=C(N3)C=C(C=C5)OC)C(=O)OC